methyl 9-fluoro-7-carbonyl-2,3-dihydro-7H-[1,4]oxazino[2,3,4-ij]quinoline-5-carboxylate FC=1C=C2C(C=C(N3C2=C(C1)OCC3)C(=O)OC)=C=O